ClC=1C=CC=C2C=CC=C(C12)C1=C2C(=C3C(=NC(=NC3=C1)N1CC(C1)CN(C)C)N1CCN(CC1)C(C=C)=O)OCCC2 1-(4-(5-(8-chloronaphthalen-1-yl)-8-(3-((dimethylamino)methyl)azetidin-1-yl)-3,4-dihydro-2H-pyrano[2,3-f]quinazolin-10-yl)piperazin-1-yl)prop-2-en-1-one